(3R)-N-(3-((3,3-difluorocyclobutyl)-methyl)-7-fluoro-1-isopropyl-2,4-dioxo-1,2,3,4-tetrahydro-quinazolin-6-yl)-3-(1-oxo-1,3-dihydro-2H-isoindol-2-yl)-piperidine-1-carboxamide FC1(CC(C1)CN1C(N(C2=CC(=C(C=C2C1=O)NC(=O)N1C[C@@H](CCC1)N1C(C2=CC=CC=C2C1)=O)F)C(C)C)=O)F